C(CCCCCCCCC)C=1C=CC2=C(N=C(O2)N2C[C@H](CC2)NC(OC(C)(C)C)=O)C1 tert-butyl (S)-(1-(5-decylbenzo[d]oxazol-2-yl)pyrrolidin-3-yl)carbamate